C(C)OP(OCC)(=O)C(=[N+]=[N-])C#N.C(C)(C)(C)[Si](C)(C)OCC#CI tert-butyl[(3-iodoprop-2-yn-1-yl)oxy]dimethylsilane diethyl-(cyano(diazo)methyl)phosphonate